CNCNC N,N'-dimethyl-methaneDiamine